9-(4-chloro-2-fluoro-phenyl)-2,3-dimethyl-7-[6-(2-methyl-4-pyridyl)-3,6-dihydro-2H-pyran-4-yl]pyrazino[1,2-a]pyrimidin-4-one ClC1=CC(=C(C=C1)C1=NC(=CN2C1=NC(=C(C2=O)C)C)C=2CCOC(C2)C2=CC(=NC=C2)C)F